C(C)(C)(C)OC(=O)N1CC(CCC1)CC#C 3-(prop-2-yn-1-yl)piperidine-1-carboxylic acid tert-butyl ester